C(CCC=C)N1CCOCC1 4-(pent-4-en-1-yl)morpholine